C1(=CC=CC=C1)C1=NC(=NC(=N1)C1=CC=CC=C1)C=1C=CC2=C(OC3=C2C=CC=C3C3=NC=CC=C3)C1 2,4-diphenyl-6-(6-(pyridin-2-yl)dibenzo[b,d]furan-3-yl)-1,3,5-triazine